C(=O)C=1C=C(C=C(C1)C1=C(C=CC=C1C)C)N(C(OC(C)(C)C)=O)C tert-butyl (5-formyl-2',6'-dimethyl-[1,1'-biphenyl]-3-yl)(methyl)carbamate